ClC=1C=NN2C1C(=CC(=C2)C=2N=NN(C2C)C2CCN(CC2)C2COC2)OCC(C)(O)C2=NC=C(C=C2F)F 1-[3-Chloro-6-[5-methyl-1-[1-(oxetan-3-yl)-4-piperidyl]triazol-4-yl]pyrazolo[1,5-a]pyridin-4-yl]oxy-2-(3,5-difluoro-2-pyridyl)propan-2-ol